FC1=CC=C(C=C1)C1=NN(C(=C1)O)C1=NC=CC=C1 3-(4-fluorophenyl)-1-(pyridin-2-yl)-1H-pyrazol-5-ol